CC=1N=C2N(C=C(C=C2C#N)C2=NN3C(S2)=NC(=C3)C3CCNCC3)C1 2-Methyl-6-[6-(piperidin-4-yl)imidazo[2,1-b][1,3,4]thiadiazol-2-yl]imidazo[1,2-a]pyridin-8-carbonitril